Methyl (3S)-7-bromo-2,3-dihydro-2-oxo-5-(2-pyridyl)-1H-1,4-benzodiazepine-3-propionate BrC=1C=CC2=C(C(=N[C@H](C(N2)=O)CCC(=O)OC)C2=NC=CC=C2)C1